FC=1C=C2[C@@H]3CCCN3C=3C=CN4N=CC(NC([C@H](CCC2=CC1)C)=O)=C4N3 (6S,15S)-9-fluoro-15-methyl-2,17,20,21,24-pentaazapentacyclo[16.5.2.02,6.07,12.021,25]pentacosane-1(24),7,9,11,18(25),19,22-heptaene-16-one